C(C1=CC=CC=C1)S(=O)(=O)C[C@@H]1N([C@@H](OC1=O)C(C)(C)C)C(=O)OCC1=CC=CC=C1 benzyl (2S,4R)-4-((benzylsulfonyl)methyl)-2-(tert-butyl)-5-oxooxazolidine-3-carboxylate